CC1=C(C=CC(=C1)N)N 2-methyl-1,4-phenylenediamine